1-((2'-(N-(4-chloro-5-methylisoxazol-3-yl)sulfamoyl)-2-(methoxymethyl)-[1,1'-Biphenyl]-4-yl)methyl)-4-ethyl-2-propyl-1H-imidazole-5-carboxamide ClC=1C(=NOC1C)NS(=O)(=O)C1=C(C=CC=C1)C1=C(C=C(C=C1)CN1C(=NC(=C1C(=O)N)CC)CCC)COC